S(=S)(=O)(OC1=CC=C(C=C1)Cl)OC1=CC=C(C=C1)Cl bis(4-chlorophenyl) thiosulfate